C(C)(C)(C)OC(=O)N[C@H]1CN(CC[C@@H]2N(C1=O)[C@@H](CC2)C(=O)OC)C(=O)C2=NNC1=CC=C(C=C21)C methyl (5S,8S,10aR)-5-((tert-butoxycarbonyl)amino)-3-(5-methyl-1H-indazole-3-carbonyl)-6-oxodecahydropyrrolo[1,2-a][1,5]diazocine-8-carboxylate